O1[C@H](CCC1)C1(CCC1)C(=O)O (R)-1-(tetrahydrofuran-2-yl)cyclobutane-1-carboxylic acid